1,2,3,5,6,7,8,8a-octahydroindolizin-8-amine hydrochloride Cl.C1CCN2CCCC(C12)N